N=1C=C(N2C1C=CC=C2)C2CN(CCC2)C2=NC(=NC(=C2)C(C)C)NC 4-(3-(imidazo[1,2-a]pyridin-3-yl)piperidin-1-yl)-6-isopropyl-N-methylpyrimidin-2-amine